FC=1C=C(C=CC1)NC(=O)C1=NC(=NC=C1)C1=CC=NN1 N-(3-fluorophenyl)-2-(1H-pyrazol-5-yl)pyrimidine-4-carboxamide